C(C=C)N1CCN(CC1)C1=C(C=NC(=C1)F)NC(=O)C1=NC(=NC=C1)NCC(CCC=C)O N-(4-(4-allylpiperazin-1-yl)-6-fluoropyridin-3-yl)-2-((2-hydroxyhex-5-en-1-yl)amino)pyrimidine-4-carboxamide